(2,6-Dioxopiperidin-3-yl)-3-methyl-2-oxo-1,3-benzodiazole-4-carbaldehyde O=C1NC(CCC1C1=C(C2=C(NC(N2C)=O)C=C1)C=O)=O